1,3-dihydro-2-benzofuran C1OCC2=C1C=CC=C2